(R)-1-(7-benzyl-2-(((2R,7aS)-2-fluorohexahydro-1H-pyrrolizin-7a-yl)methoxy)-5,6,7,8-tetrahydropyrido[3,4-d]pyrimidin-4-yl)-3-methylpiperidin-3-ol C(C1=CC=CC=C1)N1CC=2N=C(N=C(C2CC1)N1C[C@@](CCC1)(O)C)OC[C@]12CCCN2C[C@@H](C1)F